7-(6-(3-Fluoro-3-methylazetidine-1-carbonyl)-1a,2-dihydro-1H-cyclopropa[c][1,8]naphthyridin-3(7bH)-yl)-2-methyl-[1,2,4]triazolo[4,3-a]pyridin-3(2H)-one FC1(CN(C1)C(=O)C1=CC=2C3C(CN(C2N=C1)C1=CC=2N(C=C1)C(N(N2)C)=O)C3)C